COC=1C=C(CN(C=2SC(=C(N2)C)CN2CCOCC2)CC2=CC=C(C=C2)N2CCOCC2)C=CC1 N-(3-methoxybenzyl)-4-methyl-N-(4-morpholinobenzyl)-5-(morpholinomethyl)thiazol-2-amine